thioethanolamine C(S)CN